[N+](=O)([O-])C=1C=NC=C(C1)OCC(F)(F)F 3-nitro-5-(2,2,2-trifluoroethoxy)pyridine